ClC1=C(C=C2C(=N1)N(N=C2)C(C(C)(C)C)=O)NC2=CC(=C(C=C2)F)OC 1-[6-chloro-5-(4-fluoro-3-methoxy-anilino)pyrazolo[3,4-b]pyridin-1-yl]-2,2-dimethyl-propan-1-one